1-(5-((trimethylsilyl)ethynyl)pyridin-3-yl)pyrrolidine-2-nitrile C[Si](C)(C)C#CC=1C=C(C=NC1)N1C(CCC1)C#N